2-methyl-4-(6-(trifluoromethyl)-1,5-naphthyridin-2-yl)phenyl-6,7-dihydropyrazolo[1,5-a]pyrazin-4(5H)-one CC1=C(C=CC(=C1)C1=NC2=CC=C(N=C2C=C1)C(F)(F)F)C1=NN2C(C(NCC2)=O)=C1